OCCN1C(NCC1)=O Hydroxyethyl-imidazolidinone